N,N-diethylaminopropyl-trimethoxyl-silane C(C)N(CC)CCC[Si](OC)(OC)OC